(3S)-3-({N-[(4-methoxy-1H-indol-2-yl) carbonyl]-L-leucyl}amino)-2-oxo-4-[(3S)-2-oxopyrrolidin-3-yl]butyl N,N,2-trimethylalaninate CN(C(C)(C(=O)OCC([C@H](C[C@H]1C(NCC1)=O)NC([C@@H](NC(=O)C=1NC2=CC=CC(=C2C1)OC)CC(C)C)=O)=O)C)C